C(C=C)(=O)OCCOCCC n-propoxyethyl acrylate